[Cl-].[Cl-].C[SiH](C)[Zr+2](C1C=CC2=CC=3CCCC3C=C12)C1C=C(C2=CC=CC=C12)C(C)C Dimethylsilyl-(3-isopropyl-indenyl)(1,5,6,7-tetrahydro-s-indacenyl)zirconium dichloride